CN(C(OC(C)(C)C)=O)C[C@@H]1CCOC2=C(C=CC=C12)C=1N=COC1 tert-butyl (R)-methyl((8-(oxazol-4-yl)chroman-4-yl)methyl)carbamate